OC(C)(C)C1C(CC(CC1)C)O 2-(2-hydroxy-propane-2-yl)-5-methylcyclohexanol